BrCC(=O)NC1=CC=C(C=C1)[N+](=O)[O-] 2-bromo-N-(4-nitrophenyl)acetamide